tert-butyl N-(2-(6,7-dimethoxyquinazolin-4-yl)-2-azaspiro[3.3]heptan-6-yl)sulfamoylcarbamate COC=1C=C2C(=NC=NC2=CC1OC)N1CC2(C1)CC(C2)NS(=O)(=O)NC(OC(C)(C)C)=O